1-((4'-(trifluoromethyl)-[1,1'-biphenyl]-4-yl)methyl)-1H-indol-5-amine FC(C1=CC=C(C=C1)C1=CC=C(C=C1)CN1C=CC2=CC(=CC=C12)N)(F)F